C(CCCCCCC)C(=O)OC=1C2=CC=CC=C2C(=C2C=CC=CC12)OC(=O)CCCCCCCC 9,10-bis(n-octylcarbonyloxy)anthracene